O1COCC2=C1C=CC=C2C(=O)O benzo[d][1,3]dioxine-5-carboxylic acid